NC1=NC(=CC(=N1)C=1N=NN(C1)CC1=CC=CC(=N1)C(CC(=O)O)(CC)C)C1=CC(=CC=C1)C#N 3-[6-({4-[2-amino-6-(m-cyanophenyl)-4-pyrimidinyl]-1H-1,2,3-triazol-1-yl}methyl)-2-pyridinyl]-3-methylpentanoic acid